4-[(E)-3-[4-(5-Carboxyfuran-2-yl)phenyl]-3-oxoprop-1-enyl]-2-methoxyphenolate C(=O)(O)C1=CC=C(O1)C1=CC=C(C=C1)C(/C=C/C1=CC(=C(C=C1)[O-])OC)=O